(R)-3-Amino-1-(2-((6-amino-9H-purin-9-yl)methyl)-3-((cyclopropyl(ethyl)amino)methyl)-4-fluorophenyl)-N-cyclopropylpyrrolidin-3-carboxamide N[C@]1(CN(CC1)C1=C(C(=C(C=C1)F)CN(CC)C1CC1)CN1C2=NC=NC(=C2N=C1)N)C(=O)NC1CC1